3''-bromo-2''-fluoro-2'-methyl-[1,1':3',1''-terphenyl]-4-carbaldehyde BrC=1C(=C(C=CC1)C=1C(=C(C=CC1)C1=CC=C(C=C1)C=O)C)F